3-chlorobutan-2-yl ((((R)-1-(dimethylamino)-3-(2-(3-methoxy phenethyl) phenoxy)propan-2-yl)oxy)methyl) (R)-phosphorofluoridate [P@@](OC(C)C(C)Cl)(OCO[C@H](CN(C)C)COC1=C(C=CC=C1)CCC1=CC(=CC=C1)OC)(=O)F